7-methoxy-1,9-dimethyl-9H-pyrido[3,4-b]indole COC1=CC=C2C3=C(N(C2=C1)C)C(=NC=C3)C